ClC1=C(C=CC=C1)CC(=O)NC1=CC(=C(C=C1)N1N=C(N=C1)COC)S(N)(=O)=O 2-(2-chlorophenyl)-N-{4-[3-(methoxymethyl)-1H-1,2,4-triazol-1-yl]-3-sulfamoylphenyl}acetamide